2-cyclopropyl-1-ethyl-5,7-difluoro-6-iodo-1,3-benzodiazole C1(CC1)C1=NC2=C(N1CC)C(=C(C(=C2)F)I)F